4-oxo-1-phenyl-1,4-dihydroquinoline-3-carbonyl chloride O=C1C(=CN(C2=CC=CC=C12)C1=CC=CC=C1)C(=O)Cl